ClC1=C(C(=CC=C1)Cl)N(C(CCl)=O)C1=CC=CC=C1 N-(2,6-dichlorophenyl)-2-chloro-N-phenyl-acetamide